[5-(3-Cyclobutoxyphenyl)-1-(1-methyl-1H-indazol-7-yl)-1H-pyrazol-3-yl]methanol C1(CCC1)OC=1C=C(C=CC1)C1=CC(=NN1C=1C=CC=C2C=NN(C12)C)CO